C(C1=CC=CC=C1)NC(=O)C12C(C3C(C(N1)=O)C(CN3CC3=CC=C(C=C3)C)C2)CC(C)C N-benzyl-7-isobutyl-1-(4-methylbenzyl)-4-oxooctahydro-6H-3,6-methanopyrrolo[3,2-c]pyridine-6-carboxamide